2-bromo-5-(3,3,3-trifluoroprop-1-en-2-yl)thiophene BrC=1SC(=CC1)C(=C)C(F)(F)F